1-[3-(imidazol-1-yl)phenyl]methanamine N1(C=NC=C1)C=1C=C(C=CC1)CN